E-12-Tetradecadienyl acetate C(C)(=O)OC(CCCCCCC/C=C/C=C)CC